3,5-diphenylbiphenyl C1(=CC=CC=C1)C=1C=C(C=C(C1)C1=CC=CC=C1)C1=CC=CC=C1